(R)-1-((7-chloro-2-(2'-cyano-3'-(1,5-dimethyl-4,5,6,7-tetrahydro-1H-imidazo[4,5-c]pyridine-2-carboxamido)-2-methylbiphenyl-3-yl)benzo[d]oxazol-5-yl)methyl)pyrrolidine-3-carboxylic acid ClC1=CC(=CC=2N=C(OC21)C=2C(=C(C=CC2)C2=C(C(=CC=C2)NC(=O)C=2N(C1=C(CN(CC1)C)N2)C)C#N)C)CN2C[C@@H](CC2)C(=O)O